3,6-dichloro-1-(3-((1-(2-methoxypyridin-3-yl)-5-methyl-4-nitro-1H-pyrazol-3-yl)oxy)-2-methylpropyl)-1H-pyrazolo[3,4-d]pyrimidine ClC1=NN(C2=NC(=NC=C21)Cl)CC(COC2=NN(C(=C2[N+](=O)[O-])C)C=2C(=NC=CC2)OC)C